N-[2-(piperazin-1-yl)ethyl]-D-alaninamide hydrochloride Cl.N1(CCNCC1)CCNC([C@H](N)C)=O